O1[C@H](CCC1)COCC1=CC=CC(=N1)CN1N=NC(=C1)C1=NC(=NC2=C(C=CC=C12)OC)N 4-(1-{[6-({[(R)-tetrahydrofuran-2-yl]methoxy}methyl)-2-pyridinyl]methyl}-1H-1,2,3-triazol-4-yl)-8-methoxy-2-quinazolinamine